[Cl-].CO[Si](CCC[N+](C)(C)CCCCCCCCCCCCCC)(OC)OC 3-(trimethoxysilyl)propyltetradecyldimethyl-ammonium chloride